3-benzyloxy-16-(phenylsulfinyl)-estra-1,3,5(10)-triene-17-one C(C1=CC=CC=C1)OC1=CC=2CC[C@H]3[C@@H]4CC(C([C@@]4(C)CC[C@@H]3C2C=C1)=O)S(=O)C1=CC=CC=C1